O1CC(CC1)C=1NC2=C(C=CC=C2C1)C(=O)N 2-(tetrahydrofuran-3-yl)-1H-indole-7-carboxamide